FC1=C(C=CC(=C1)C#N)C1=CC=C(C=C1)C1=NNC(OC1)=O fluoro-4'-(2-oxo-3,6-dihydro-2H-1,3,4-oxadiazin-5-yl)biphenyl-4-carbonitrile